2-(2,4,6-trifluorobenzamido)butanoic acid FC1=C(C(=O)NC(C(=O)O)CC)C(=CC(=C1)F)F